2-Chloro-4-((3S)-8-(5-(4-((4-(3-((2,6-dioxopiperidin-3-yl)amino)phenyl)-piperazin-1-yl)methyl)-piperidine-1-carbonyl)-pyrazin-2-yl)-3-methyl-2,8-diazaspiro[4.5]decan-2-yl)benzonitrile ClC1=C(C#N)C=CC(=C1)N1CC2(C[C@@H]1C)CCN(CC2)C2=NC=C(N=C2)C(=O)N2CCC(CC2)CN2CCN(CC2)C2=CC(=CC=C2)NC2C(NC(CC2)=O)=O